N-[(1S)-1-[[6-chloro-5-(5-fluoro-2-methyl-1-oxido-pyridin-1-ium-3-yl)-2-pyridyl]carbamoyl]-2,2-dicyclopropyl-ethyl]-2-isopropyl-pyrazole-3-carboxamide ClC1=C(C=CC(=N1)NC(=O)[C@H](C(C1CC1)C1CC1)NC(=O)C=1N(N=CC1)C(C)C)C=1C(=[N+](C=C(C1)F)[O-])C